COC1=CC=C(C=C1)COC(C(=O)OC)(C)C methyl 2-[(4-methoxyphenyl)methoxy]-2-methylpropanoate